C(CCCCCCCCC)OC(CCCCC[Cu]CCCCCC(OCCCCCCCCCC)OCCCCCCCCCC)OCCCCCCCCCC.[Li] lithium bis[6,6-didecoxyhexyl]copper